difluoroboron oxalate salt C(C(=O)[O-])(=O)[O-].F[B+]F.F[B+]F